tert-butyl (2S,3S)-2-((benzyloxy)methyl)-3-(((S)-2-ethoxy-2-oxo-1-((R)-tetrahydrofuran-3-yl)ethyl)(methyl)carbamoyl)pyrrolidine-1-carboxylate C(C1=CC=CC=C1)OC[C@H]1N(CC[C@@H]1C(N(C)[C@H](C(=O)OCC)[C@@H]1COCC1)=O)C(=O)OC(C)(C)C